CN1C(C(C2=CC=CC=C12)(C)CC=O)=O 2-(1,3-dimethyl-2-oxoindolin-3-yl)acetaldehyde